2'-fluoro-6',7'-dihydrospiro[cyclobutane-1,8'-cyclopenta[e]pyrazolo[1,5-a]pyrimidine] FC1=NN2C(N=CC3=C2C2(CC3)CCC2)=C1